4-trimethoxysilyl-styrene CO[Si](C1=CC=C(C=C)C=C1)(OC)OC